methyl (2S,7aR)-2-hydroxy-6-methylenetetrahydro-1H-pyrrolizine-7a(5H)-carboxylate O[C@H]1C[C@]2(CC(CN2C1)=C)C(=O)OC